5-(N-(2-(4-(tert-Butoxycarbonyl)piperazin-1-yl)benzyl)-N-(4-methylphenylethyl)sulfamoyl)-3-methylbenzofuran-2-carboxylic acid ethyl ester C(C)OC(=O)C=1OC2=C(C1C)C=C(C=C2)S(N(CCC2=CC=C(C=C2)C)CC2=C(C=CC=C2)N2CCN(CC2)C(=O)OC(C)(C)C)(=O)=O